OC1=C(C=CC(=C1)C(F)(F)F)C1=NN=C(C(N1C)=O)NC1CN(CC(C1)(C)C)C 3-[2-Hydroxy-4-(trifluoromethyl)phenyl]-4-methyl-6-[(1,5,5-trimethyl-3-piperidyl)amino]-1,2,4-triazin-5-one